O1C2=C(OCC1)C=C(C=C2)C=2C(=C(C=CC2)C2=CC=1N(C=C2)C(=CN1)C1=CC=C(CN2CC(CC2O)C(=O)O)C=C1)C 1-(4-(7-(3-(2,3-dihydrobenzo[b][1,4]dioxin-6-yl)-2-methylphenyl)imidazo[1,2-a]pyridin-3-yl)benzyl)-5-hydroxypyrrolidine-3-carboxylic acid